O[C@@H](C(=O)N1CC2(CC2)C[C@H]1C(=O)N[C@@H](C[C@H]1C(NCC1)=O)C(COC(F)(F)F)=O)CC(C)(C)C (S)-5-((R)-2-hydroxy-4,4-dimethylpentanoyl)-N-((S)-3-oxo-1-((S)-2-oxopyrrolidin-3-yl)-4-(trifluoromethoxy)butan-2-yl)-5-azaspiro[2.4]heptane-6-carboxamide